C(C)(C)(C)N1CCN(CC1)C1=CC(=C(C=C1)NC1=NC=C(C(=N1)NC1=C(SC=C1)C(=O)N)Cl)OC(F)F 3-((2-((4-(4-(tert-butyl)piperazin-1-yl)-2-(difluoromethoxy)-phenyl)amino)-5-chloropyrimidin-4-yl)amino)thiophene-2-carboxamide